COC1=C(C(C=O)=CC(=C1)C(C)(C)C)O 3-methoxy-5-tert-butylsalicylaldehyde